(3R)-3-(4-chlorophenyl)-2-[(4-chlorophenyl)methyl]-3-{[1-(hydroxymethyl)cyclopropyl]methoxy}-6-(2-hydroxypropan-2-yl)-2,3-dihydro-1H-isoindol-1-one ClC1=CC=C(C=C1)[C@@]1(N(C(C2=CC(=CC=C12)C(C)(C)O)=O)CC1=CC=C(C=C1)Cl)OCC1(CC1)CO